(2s,3s)-5-oxo-2,3-diphenyl-1,2,3,5-tetrahydroimidazo[1,2-a]pyridine-7-carboxylic acid O=C1C=C(C=C2N1[C@H]([C@@H](N2)C2=CC=CC=C2)C2=CC=CC=C2)C(=O)O